The molecule is a penicillinate anion that is the conjugate base of tazobactam, obtained by deprotonation of the carboxy group. It is a conjugate base of a tazobactam. C[C@@]1([C@@H](N2[C@H](S1(=O)=O)CC2=O)C(=O)[O-])CN3C=CN=N3